BrC1=CC(=C(C=C1)S(=O)(=O)C)C(F)(F)F 4-bromo-1-mesyl-2-(trifluoro-methyl)benzene